Cl.C1(CCCCC1)N(S(=O)(=O)NC1=NOC2=C1C(=CC(=C2)C2=CC(=CC=C2)N2CCNCC2)OC)C 3-[[cyclohexyl-(methyl)sulfamoyl]amino]-4-methoxy-6-(3-piperazin-1-ylphenyl)-1,2-benzoxazole, hydrochloride